C(C(=O)C)(=O)[O-].N[C@@H](CCC(=O)[O-])C(=O)[O-].[N+3].NC(=O)N urea nitrogen glutamate pyruvate